C(C1=CC=CC=C1)(=O)NC1=CC=C(C=C1)C1=CCCN(C1)C(=O)OC(C)(C)C tert-Butyl 5-(4-benzamidophenyl)-3,6-dihydropyridine-1(2H)-carboxylate